3-(2-(6,6-difluoro-1,4-oxazepane-4-carbonyl)-9-fluoro-1,2,3,4-tetrahydro-[1,4]diazepino[6,7,1-hi]indol-7-yl)-4-(imidazo[1,2-a]pyridin-3-yl)-1H-pyrrole-2,5-dione FC1(CN(CCOC1)C(=O)N1CCN2C=C(C3=CC(=CC(=C23)C1)F)C=1C(NC(C1C1=CN=C2N1C=CC=C2)=O)=O)F